NCCC=1N=C(SC1C)NC(OC(C)(C)C)=O Tert-butyl (4-(2-aminoethyl)-5-methylthiazol-2-yl)carbamate